2-(6-(3,5-difluoro-6-((1-methyl-1H-indazol-6-yl)methoxy)pyridin-2-yl)-6-Azaspiro[2.5]octan-1-yl)-1-((S)-oxetan-2-ylmethyl)-1H-benzo[d]imidazole-6-carboxylic acid methyl ester COC(=O)C=1C=CC2=C(N(C(=N2)C2CC23CCN(CC3)C3=NC(=C(C=C3F)F)OCC3=CC=C2C=NN(C2=C3)C)C[C@H]3OCC3)C1